di(tert-amyl-peroxy)cyclohexane tert-butyl-(2-(4-chloro-5-(1-hydroxyethyl)-2-methyl-1H-imidazol-1-yl)ethyl)carbamate C(C)(C)(C)N(C(O)=O)CCN1C(=NC(=C1C(C)O)Cl)C.C(C)(C)(CC)OOC1(CCCCC1)OOC(C)(C)CC